3-Methyl-3-hydroxymethyloxetan CC1(COC1)CO